4'-fluoro-4,3'-diaminobenzanilide FC1=C(C=C(NC(C2=CC=C(C=C2)N)=O)C=C1)N